ClC1=NC=C(C(=C1)NC(C)C)C#CC=1N=C(SC1)C1CC1 2-chloro-5-(2-(2-cyclopropylthiazol-4-yl)ethynyl)-N-isopropyl-pyridin-4-amine